1,2-didecyl-3-sulfopropyl-imidazole trifluoromethanesulfonate FC(S(=O)(=O)O)(F)F.C(CCCCCCCCC)C(C(CS(=O)(=O)O)CCCCCCCCCC)C=1NC=CN1